BrC=1C(=C(OCC(=O)OC)C=CC1C#N)F methyl 2-(3-bromo-4-cyano-2-fluorophenoxy)acetate